O1CCC(=CC1)C1=NN2C(NC=3CCCC4(C3C2=O)CCN(CC4)C(=O)OC(C)(C)C)=N1 tert-butyl 2'-(3,6-dihydro-2H-pyran-4-yl)-9'-oxo-5',6',7',9'-tetrahydro-4'H-spiro[piperidine-4,8'-[1,2,4]triazolo[5,1-b]quinazoline]-1-carboxylate